(S)-(5-(3,5-difluorophenyl)-4,5-dihydro-1H-pyrazol-1-yl)(3-methoxyazetidin-1-yl)methanone FC=1C=C(C=C(C1)F)[C@@H]1CC=NN1C(=O)N1CC(C1)OC